C(CCC)N1C(C2=C(C=C1C)OC(=C2C2=CC=CC=C2)C)=O 5-butyl-2,6-dimethyl-3-phenylfuro[3,2-c]pyridin-4(5H)-one